sodium fluorosulfonate salt FS(=O)(=O)[O-].[Na+]